C(C)OC(CC1CN(C1)C1=CC=NC=C1)=O (1-Pyridin-4-yl-azetidin-3-yl)-acetic acid ethyl ester